C(C)(C)(C)OC(=O)C1CC(C1)(C(C)(C)O)N cis-3-amino-3-(1-hydroxy-1-methyl-ethyl)cyclobutanecarboxylic acid tert-butyl ester